O[C@@H]1C[C@@H](N(CC1)C(=O)OC(C)(C)C)C(C)C tert-butyl (2R,4S)-4-hydroxy-2-isopropylpiperidine-1-carboxylate